gamma-glycidoxypropyl-trimethyl-silicon C(C1CO1)OCCC[Si](C)(C)C